4-[3,3-difluoro-1-(5-fluoro-6-oxo-1H-pyrimidin-2-yl)-4-methyl-piperidine-4-carbonyl]-3,5-dihydro-2H-pyrido[3,4-f][1,4]oxazepine-9-carbonitrile FC1(CN(CCC1(C(=O)N1CCOC2=C(C1)C=NC=C2C#N)C)C=2NC(C(=CN2)F)=O)F